4-Nitro-N-phenylbenzenecarbohydrazonoyl chloride C1=CC=C(C=C1)N/N=C(/C2=CC=C(C=C2)[N+](=O)[O-])\Cl